methyl 2-(6'-(difluoromethoxy)-5'-fluoro-1'-oxo-1'H-spiro[cyclopropane-1,4'-isoquinolin]-2'(3'H)-yl)acetate FC(OC=1C(=C2C3(CN(C(C2=CC1)=O)CC(=O)OC)CC3)F)F